NC1=NC=CC=C1C1=NC=2C(=NC(=CC2)C2=CC=CC=C2)N1C1=CC=C(CN2CCC(CC2)N(C2=CC(=C(C=O)C=C2)O)C)C=C1 4-((1-(4-(2-(2-Aminopyridin-3-yl)-5-phenyl-3H-imidazo[4,5-b]pyridin-3-yl)benzyl)piperidin-4-yl)(methyl)amino)-2-hydroxybenzaldehyde